tris(2-(2-(2-methoxyethoxy) ethoxy) ethyl) phosphate tri-(2-(2-(2-methoxyethoxy)ethoxy)ethyl)phosphate COCCOCCOCCOP(=O)(OCCOCCOCCOC)OCCOCCOCCOC.P(=O)(OCCOCCOCCOC)(OCCOCCOCCOC)OCCOCCOCCOC